COC(=O)[C@H]1CN(CC1)C1=CC(=NC=C1)C(F)(F)F 1-(2-Trifluoromethyl-pyridin-4-yl)-3(R)-pyrrolidinecarboxylic acid methyl ester